C1(CCC(CC1)C(=O)OCC=C)C(=O)OCC=C diallyl 1,4-cyclohexanedicarboxylate